(R)-3-(5-chloro-1-methyl-1H-imidazol-2-yl)-1-(3-(dimethylamino)piperidin-1-yl)propan-1-one ClC1=CN=C(N1C)CCC(=O)N1C[C@@H](CCC1)N(C)C